6-[3-(2-cyanoanilino)-7,8-dihydro-5H-1,6-naphthyridin-6-yl]-4,5-dimethyl-pyridazine C(#N)C1=C(NC=2C=NC=3CCN(CC3C2)C2=C(C(=CN=N2)C)C)C=CC=C1